(2S)-2-(trifluoromethylsulfonylamino)propoxylpyridine-4-carboxamide FC(S(=O)(=O)N[C@H](COC1=NC=CC(=C1)C(=O)N)C)(F)F